CC1=C[C@H]2[C@@H](CC3=CNC4=CC=CC2=C34)[NH+](C1)C The molecule is an ammonium ion resulting from the protonation of the tertiary amino group of agroclavine. The major species at pH 7.3. It is a conjugate acid of an agroclavine.